FC=1C=C(C(=O)NCC23CCC(CC2)(CC3)C3=NC(=NO3)C=3N=NC(=CC3)OC)C=C(C1OCC1=CC=C(C=C1)OC)F 3,5-difluoro-4-[(4-methoxyphenyl)methoxy]-N-({4-[3-(6-methoxypyridazin-3-yl)-1,2,4-oxadiazol-5-yl]bicyclo[2.2.2]octan-1-yl}methyl)benzamide